6-amino-5-chloro-3-methylquinazolin-4(3H)-one NC=1C(=C2C(N(C=NC2=CC1)C)=O)Cl